C(C)C1=CN=NC(=C1)CC 4,6-diethylpyridazine